[Ce].[Ni] nickel-cerium